CSCCN(CCC(C(C=C)=C)=C)CCSC 1-di-(methylthioethyl)amino-3,4-dimethylenehex-5-ene